C(=O)C1=CC=C(C=C1)P(C1=CC=C(C=C1)C=O)C1=CC=C(C=C1)C=O tri-(4-formylphenyl)phosphine